CC(C(=O)OCC)(C)C1=NC=C(C=N1)C1(CC1)C ethyl 2-methyl-2-(5-(1-methylcyclopropyl)pyrimidin-2-yl)propanoate